2-(5-{3-[(S)-(1,3-Dimethyl-azetidin-3-yl)-hydroxy-(4-isopropyl-phenyl)-methyl]-phenyl}-[1,2,4]oxadiazol-3-yl)-2-methyl-propan-1-ol CN1CC(C1)(C)[C@@](C=1C=C(C=CC1)C1=NC(=NO1)C(CO)(C)C)(C1=CC=C(C=C1)C(C)C)O